C(O[C@@H]1C[C@@H](CC1)C1=CN=C(S1)NC(CC1=CC(=NO1)C)=O)(OC1=CC=C(C=C1)[N+](=O)[O-])=O (cis)-3-(2-(2-(3-methylisoxazol-5-yl)acetamido)thiazol-5-yl)cyclopentyl (4-nitrophenyl) carbonate